rac-2-((2R,5S)-2-(4-(1H-pyrazol-4-yl)phenyl)-5-methylpiperidin-1-yl)-N-(6-amino-5-methylpyridin-3-yl)-2-oxoacetamide N1N=CC(=C1)C1=CC=C(C=C1)[C@@H]1N(C[C@H](CC1)C)C(C(=O)NC=1C=NC(=C(C1)C)N)=O |r|